C(\C=C/C(=O)NN)(=O)NN maleic acid dihydrazide